BrC1=C(C(=O)OC)C(=CC=C1)OC(F)(F)F methyl 2-bromo-6-(trifluoromethoxy)benzoate